(Z)-9-(cyclopropylmethyl)-4-(6-(2-fluoro-2-(4-(pyridazin-4-yl)pyrimidin-2-yl)vinyl)-3-phenoxy-2-(trifluoromethyl)phenyl)-1-oxa-4,9-diazaspiro[5.5]undecane C1(CC1)CN1CCC2(CN(CCO2)C2=C(C(=CC=C2\C=C(\C2=NC=CC(=N2)C2=CN=NC=C2)/F)OC2=CC=CC=C2)C(F)(F)F)CC1